O[C@H]1[C@H](CCCCC1)NC1=C(C(OC(=C1)C(=O)NC=1SC(=NN1)N1N=CC=C1C)=O)OC 4-(((1S,2R)-2-hydroxycycloheptyl)amino)-3-methoxy-N-(5-(5-methyl-1H-pyrazol-1-yl)-1,3,4-thiadiazol-2-yl)-2-oxo-2H-pyran-6-carboxamide